2-((3-(2H-tetrazol-5-yl)benzyl)oxy)-6-hydroxybenzaldehyde N=1NN=NC1C=1C=C(COC2=C(C=O)C(=CC=C2)O)C=CC1